C1(C=2C(C(O1)=O)=C1C3=CC4=C(C(OC4=O)=O)C=C3C2C1)=O 3H-4,10-methanonaphtho[2,3-c:6,7-c']difuran-1,3,6,8-tetraone